2-((2-(di((Z)-non-3-en-1-yl)amino)ethyl)((Z)-non-3-en-1-yl)amino)-N-(2-(2-(dinonylamino)-N-methylacetamido)ethyl)-N-methylacetamide C(C\C=C/CCCCC)N(CCN(CC(=O)N(C)CCN(C(CN(CCCCCCCCC)CCCCCCCCC)=O)C)CC\C=C/CCCCC)CC\C=C/CCCCC